3-(methacryloyloxy)propylmethyldimethoxysilane C(C(=C)C)(=O)OCCC[Si](OC)(OC)C